(S)-1-cyclopropyl-4-ethyl-N-(1-methylcyclopropyl)-5-oxo-1,2,4,5-tetrahydroimidazo[1,2-a]quinazoline-7-sulfonamide C1(CC1)[C@H]1CN=C2N1C1=CC=C(C=C1C(N2CC)=O)S(=O)(=O)NC2(CC2)C